C[C@@H]1[C@H]([C@@H](C[C@@H](O1)O[C@@H]2C[C@@H](O[C@@H]([C@H]2O)C)OC3=CC4=CC5=C(C(=O)[C@H]([C@@H](C5)[C@@H](C(=O)[C@H]([C@@H](C)O)O)OC)O[C@H]6C[C@H]([C@@H]([C@H](O6)C)O)O[C@H]7C[C@H]([C@H]([C@H](O7)C)O)O[C@H]8C[C@]([C@@H]([C@H](O8)C)O)(C)O)C(=C4C(=C3C)O)O)O)O The molecule is a carbohydrate-containing antibiotic, an anthracycline antibiotic, an aureolic acid and a secondary alpha-hydroxy ketone. It has a role as an antineoplastic agent, an EC 2.7.7.6 (RNA polymerase) inhibitor and a metabolite.